methyl 5-benzoylbenzimidazole-2-carbamate C(C1=CC=CC=C1)(=O)C1=CC2=C(N=C(N2)NC(=O)OC)C=C1